(R)-3-methyl-7-nitro-3,4-dihydro-2H-pyrido[3,2-b][1,4]oxazin-6-amine C[C@H]1NC2=C(OC1)C=C(C(=N2)N)[N+](=O)[O-]